methyl 1-1-((tert-butyldimethylsilyl) oxy)-7-(((tert-butyldimethylsilyl) oxy) methyl)-1,4a,5,7a-tetrahydrocyclopenta[c]pyran-4-carboxylate [Si](C)(C)(C(C)(C)C)OC1OC=C(C2C1C(=CC2)CO[Si](C)(C)C(C)(C)C)C(=O)OC